6-benzyl-2-((4-((2-(dimethylamino)ethyl)(methyl)amino)-2-methoxyphenyl)amino)-5-ethynyl-8-methylpyrido[2,3-d]pyrimidin-7(8H)-one C(C1=CC=CC=C1)C1=C(C2=C(N=C(N=C2)NC2=C(C=C(C=C2)N(C)CCN(C)C)OC)N(C1=O)C)C#C